4,6-dimethyl-aniline CC1=CC=C(N)C(=C1)C